2-pentyl valerate C(CCCC)(=O)OC(C)CCC